(R)-6-chloro-N-(1-(2-fluoro-3-(trifluoromethyl)phenyl)ethyl)-2,2-dimethyl-2,3-dihydroimidazo[1,2-b]pyridazine-8-carboxamide ClC=1C=C(C=2N(N1)CC(N2)(C)C)C(=O)N[C@H](C)C2=C(C(=CC=C2)C(F)(F)F)F